1,3-dibromophenyl methacrylate C(C(=C)C)(=O)OC1(CC(=CC=C1)Br)Br